COC1=C(CNC(C(=O)NCCC2=NC=CC=C2)=O)C=CC(=C1)OC N1-(2,4-dimethoxybenzyl)-N2-(2-(pyridin-2-yl)ethyl)-oxalamide